N12C=CCCCC2NCCC1 1,8-Diazabicyclo-(5.4.0)-undecen